C(C)O\C(\C(=O)OCC)=C(\CC\C=C(\CC\C=C(\CCC=C(C)C)/C)/C)/C ethyl (2E,6E,10E)-2-ethoxy-3,7,11,15-tetramethylhexadeca-2,6,10,14-tetraenoate